ClC1=CC=C(C(=N1)C=1C=C2CCC(N(C2=CN1)CC(C(F)(F)F)(F)F)=O)S(=O)(=O)CC 6-(6-chloro-3-ethylsulfonyl-2-pyridyl)-1-(2,2,3,3,3-pentafluoropropyl)-3,4-dihydro-1,7-naphthyridin-2-one